2,4-toluenediamine CC=1C(=CC(=CC1)N)N